(6bR,10aS)-6b,7,8,9,10,10a-hexahydro-1H-pyrido[3',4':4,5]pyrrolo[1,2,3-de]quinoxalin-2(3H)-one C1C(NC=2C=CC=C3C2N1[C@@H]1[C@H]3CNCC1)=O